1λ6-thietane [SH4]1CCC1